OC1=C(C(=O)N)C=C(C=N1)C1=CC=C(C=C1)S(=O)(=O)N1C[C@@H]([C@@H](CC1)NC1=NC=C(C=C1)C(F)(F)F)O 2-hydroxy-5-(4-(((3S,4R)-3-hydroxy-4-((5-(trifluoromethyl)pyridin-2-yl)amino)piperidin-1-yl)sulfonyl)phenyl)nicotinamide